methyl 2-(4-(bromoethynyl) benzoylamino)-3-hydroxybutyrate BrC#CC1=CC=C(C(=O)NC(C(=O)OC)C(C)O)C=C1